2-[(E)-{[(2R)-1-hydroxy-3,3-dimethylbut-2-yl]imino}methyl]-4,6-diiodophenol OC[C@@H](C(C)(C)C)\N=C\C1=C(C(=CC(=C1)I)I)O